C[C@H]1C[C@H](N(C1)C(=O)OC(C)(C)C)C(=O)OC 1-(tert-Butyl) 2-methyl (2S,4S)-4-methylpyrrolidine-1,2-dicarboxylate